7-Methoxyspiro[chroman-4,1'-cyclopentane]-8-sulfonyl chloride COC1=CC=C2C(=C1S(=O)(=O)Cl)OCCC21CCCC1